C(C=C)O[C@@H](CCOS(=O)(=O)C1=CC=C(C=C1)C)C.COCCOC1=CC=C(C=C1)NC=1C2=C(N=C(N1)NC=1C=C(C=CC1)NC(C=C)=O)CNC2=O N-(3-(4-(4-(2-methoxyethoxy)phenylamino)-5-oxo-6,7-dihydro-5H-pyrrolo[3,4-d]pyrimidin-2-ylamino)phenyl)acrylamide [(3R)-3-allyloxybutyl]4-methylbenzenesulfonate